O1CCN(CC1)S(=O)(=O)C=1C=C(C=CC1)CN1CCC(CC1)C=1C=CC=2C(N(C3=CC=CC1C23)C2C(NC(CC2)=O)=O)=O 3-[5-[1-[(3-morpholinosulfonylphenyl)methyl]-4-piperidyl]-2-oxo-benzo[cJ]indol-1-yl]piperidine-2,6-dione